NC1=C(N(C=C1C1CCCC1)C1=CC=C(C=C1)CNC(C1=C(C=CC=C1)OC)=O)C(=O)N 3-amino-4-cyclopentyl-1-(4-((2-methoxybenzamido)methyl)phenyl)-1H-pyrrole-2-carboxamide